F[SiH2]O[SiH2]F fluoro-silyl ether